(S,E)-7-(Dimethylamino)-1-((1-((6-fluoro-7-isobutyl-1H-pyrrolo[3,2-b]pyridin-2-yl)methyl)-2-oxo-1,2-dihydropyridin-3-yl)amino)-1,7-dioxohept-5-en-2-yl-dimethylcarbamat CN(C(/C=C/CC[C@H](C(=O)NC=1C(N(C=CC1)CC1=CC2=NC=C(C(=C2N1)CC(C)C)F)=O)CN(C([O-])=O)C)=O)C